N1C=C(C2=CC=CC=C12)NC(=O)N1CC2=CC=C(C=C2CC1)C1=CC=CC=C1 N-(1H-indol-3-yl)-6-phenyl-3,4-dihydro-isoquinoline-2(1H)-carboxamide